FC=1C=C(CN2N=C(N=C2)C(=O)N[C@@H]2C(N(C=3N(CC2)N=C(C3)[C@H]3C(C3)(F)F)C)=O)C=CC1F 1-(3,4-Difluorobenzyl)-N-((S)-2-((S)-2,2-difluorocyclopropyl)-4-methyl-5-oxo-5,6,7,8-tetrahydro-4H-pyrazolo[1,5-a][1,3]diazepin-6-yl)-1H-1,2,4-triazol-3-carboxamid